N1[C@H](CCC1)CC1=CNC2=CC=CC(=C12)OC(C)P(O)(O)=O (1-((3-(((R)-pyrrolidin-2-yl)methyl)-1H-indol-4-yl)oxy)eth-yl)phosphonic acid